C(C=C)(=O)N1C[C@H](CCC1)CN1C(C=NC=2C=NC(=NC12)NC1=C(C=C(C=C1)N1CCN(CC1)C)OC)=O (S)-8-((1-acryloyl-3-piperidinyl)methyl)-2-((2-methoxy-4-(4-methyl-1-piperazinyl)phenyl)amino)-7(8H)-pteridinone